5-(m-Phenoxyphenyl)-1-{[2-(trimethylsilyl)ethoxy]methyl}-1H-imidazole-2-carboxylic acid O(C1=CC=CC=C1)C=1C=C(C=CC1)C1=CN=C(N1COCC[Si](C)(C)C)C(=O)O